NC[C@@]1([C@@H]2CCN(C[C@H]12)C1=CN=C2C(=N1)NN=C2C2=C(C1=C(NC(S1)=O)C=C2)Cl)C2=C(C=CC=C2)F 6-(6-((1S,6R,7R)-7-(aminomethyl)-7-(2-fluorophenyl)-3-azabicyclo[4.1.0]heptan-3-yl)-1H-pyrazolo[3,4-b]pyrazin-3-yl)-7-chlorobenzo[d]thiazol-2(3H)-one